C1(CC1)C1=C(C=NC(=C1)C(NC=1C(=C(C=CC1)C1=C(C(=CC=C1)NC(C1=NC=C(C(=C1)C1CC1)CNC1CCOCC1)=O)C)C)=O)CN[C@H](CO)C(=O)O ((4-cyclopropyl-6-((3'-(4-cyclopropyl-5-(((tetrahydro-2H-pyran-4-yl)amino)methyl)picolinamido)-2,2'-dimethyl-[1,1'-biphenyl]-3-yl)carbamoyl)pyridin-3-yl)methyl)-D-serine